(oxetan-3-ylidene)propane-2-sulfinamide O1CC(C1)=CC(C)S(=O)N